ClC=1C(=C(C(=C2CCNC(C12)=O)C)OC)OC 8-Chloro-6,7-dimethoxy-5-methyl-3,4-dihydroisoquinolin-1(2H)-one